BrCC(=O)NCC1=C(C=CC=C1F)F 2-bromo-N-(2,6-difluorobenzyl)acetamide